Cl.N(C)CC(=O)O.N(C)CC(=O)O bis-sarcosinate hydrochloride